N-((1r,5s,7r)-2-oxabicyclo[3.2.0]Hept-7-yl)-8-(methylamino)imidazo[1,2-b]Pyridazine-3-carboxamide [C@H]12OCC[C@@H]2C[C@H]1NC(=O)C1=CN=C2N1N=CC=C2NC